NC1=NC=2C(=CC=CC2C=2N1N=C(N2)[C@H]2[C@@H](C2)C2=CC=C(C=C2)C(C)(C)O)OC 2-(4-((1r,2r)-2-(5-amino-7-methoxy-[1,2,4]triazolo[1,5-c]quinazolin-2-yl)cyclopropyl)phenyl)propan-2-ol